3-((5-Bromo-2-hydroxyphenyl)sulfonamido)-5-(1-cyanocyclobutyl)-2-hydroxy-N-((tetrahydro-2H-pyran-2-yl)methyl)benzamide BrC=1C=CC(=C(C1)S(=O)(=O)NC=1C(=C(C(=O)NCC2OCCCC2)C=C(C1)C1(CCC1)C#N)O)O